α,α'-azobis-isobutyronitrile N(=NC(C#N)(C)C)C(C#N)(C)C